COC=1C(=CC2=C(C1)OCC1=C2N(N=C1C(=O)O)C1=CSC=C1)C1=NN(C=C1)C 7-Methoxy-8-(1-methyl-1H-pyrazol-3-yl)-1-thiophen-3-yl-1,4-dihydro-chromeno[4,3-c]pyrazole-3-carboxylic acid